3-((3-cyclopropylpyridin-2-yl)oxy)-2,2-difluoro-N-((2R,4R)-2-methylpiperidin-4-yl)propanamide hydrochloride Cl.C1(CC1)C=1C(=NC=CC1)OCC(C(=O)N[C@H]1C[C@H](NCC1)C)(F)F